N-((R)-2-phenyl-1-((3aS,4S,6S,7aR)-3a,5,5-trimethylhexahydro-4,6-methanobenzo[d][1,3,2]dioxaborol-2-yl)ethyl)acetamide C1(=CC=CC=C1)C[C@@H](B1O[C@@]2([C@H](O1)C[C@H]1C([C@@H]2C1)(C)C)C)NC(C)=O